BrC=1C=C(C=C2C3=C(N(C12)CC1CC1)C=NC=C3)Cl 8-bromo-6-chloro-9-cyclopropylmethyl-9H-pyrido[3,4-b]indole